N-(2-chlorophenyl)-4-(2-(methylsulfinyl)-8,9-dihydroimidazo[1',2':1,6]pyrido[2,3-d]pyrimidin-6-yl)benzamide ClC1=C(C=CC=C1)NC(C1=CC=C(C=C1)C1=CC2=C(N=C(N=C2)S(=O)C)N2C1=NCC2)=O